ClC1=C(C(=O)NC=2C=C3C=C(N(C3=CC2)CCCOC)C(=O)O)C=C(C=C1)CNC(C(C)C)=O 5-(2-chloro-5-(isobutyrylaminomethyl)benzoylamino)-1-(3-methoxypropyl)-1H-indole-2-carboxylic acid